(E)-3-(4-((4-(2-bromovinyl)benzyl)thio)-1-oxoisoindolin-2-yl)piperidine-2,6-dione Br/C=C/C1=CC=C(CSC2=C3CN(C(C3=CC=C2)=O)C2C(NC(CC2)=O)=O)C=C1